[N+](=O)([O-])C=1C(=NC=C(C1)C1=NOC(=N1)C(F)(F)F)NC[C@H]1OCC1 (S)-3-nitro-N-(oxetan-2-ylmethyl)-5-(5-(trifluoromethyl)-1,2,4-oxadiazol-3-yl)pyridine-2-amine